ClC1=CC=C(C=C1)CNC(=O)C=1C(=NC(=CC1C)N1[C@@H](COCC1)C)OC N-[(4-Chlorophenyl)-methyl]-2-methoxy-4-methyl-6-[(3R)-3-methyl-morpholin-4-yl]-pyridine-3-carboxylic acid amide